(S)-N-(4-((5-oxa-2-azaspiro[3.4]octan-7-yl)oxy)phenethyl)-3-amino-6-methylthieno[2,3-b]pyridine-2-carboxamide C1NCC12OC[C@H](C2)OC2=CC=C(CCNC(=O)C1=C(C=3C(=NC(=CC3)C)S1)N)C=C2